2-methyl-5-prop-2-ylbenzene-1,4-diol CC1=C(C=C(C(=C1)O)C(C)C)O